1-[6-(2-aminoethyl)-4H,5H,6H,7H-thieno[2,3-c]pyridin-2-yl]butan-1-one NCCN1CC2=C(CC1)C=C(S2)C(CCC)=O